N[C@@H](CO)C1=CC(=CC=C1)F (2R)-2-amino-2-(3-fluorophenyl)ethanol